CN(C(C=CCCCC)=O)C N,N-dimethylheptenamide